N-[3-(2-methylsulfanylpyrimidin-4-yl)-1-tetrahydropyran-2-yl-indazol-5-yl]-2-nitro-benzenesulfonamide CSC1=NC=CC(=N1)C1=NN(C2=CC=C(C=C12)NS(=O)(=O)C1=C(C=CC=C1)[N+](=O)[O-])C1OCCCC1